C([AlH]CCCCCCCCCCCCCCCC)(=O)O aluminastearic acid